7-[(3S,5S)-3,5-dimethylpiperazin-1-yl]-2-methoxy-N-(2-methylpyrazolo[4,3-b]pyridin-5-yl)-1,3-benzothiazole-4-carboxamide C[C@H]1CN(C[C@@H](N1)C)C=1C=CC(=C2N=C(SC21)OC)C(=O)NC=2C=CC=1C(N2)=CN(N1)C